(4R)-4-((3R,10S,13R)-3-methoxy-10,13-dimethylhexadecahydro-1H-cyclopenta[a]phenanthren-17-yl)pentanal CO[C@@H]1CC[C@@]2(C3CC[C@@]4(C(CCC4C3CCC2C1)[C@@H](CCC=O)C)C)C